[(2R,3S,5R)-2-ethynyl-5-(2-fluoro-6-tetradecanamido-9H-purin-9-yl)-3-hydroxyoxolan-2-yl]methyl pentanoate C(CCCC)(=O)OC[C@]1(O[C@H](C[C@@H]1O)N1C2=NC(=NC(=C2N=C1)NC(CCCCCCCCCCCCC)=O)F)C#C